N[C@@H]1CN(CC[C@H]1F)C1=NC2=C(N1CC(=O)N[C@@H](C)C1=NC=CC=C1)C=C(C=C2)F 2-(2-((3R,4R)-3-Amino-4-fluoropiperidin-1-yl)-6-fluoro-1H-benzo[d]imidazol-1-yl)-N-((S)-1-(pyridin-2-yl)ethyl)acetamid